2,5-Bis[(4-(diethylamino)phenyl)methylene]cyclopentanone C(C)N(C1=CC=C(C=C1)C=C1C(C(CC1)=CC1=CC=C(C=C1)N(CC)CC)=O)CC